CN(C1=CC=C(C=C1)C1=NOC(=C1)NC1=NC(=NC=C1)N1CCOCC1)C 3-(4-(dimethylamino)phenyl)-N-(2-morpholinopyrimidin-4-yl)isoxazol-5-amine